ClC=1C=C(C=C(C1)F)CNC1=CC=C(C=C1)B1OC(C(O1)(C)C)(C)C N-[(3-chloro-5-fluoro-phenyl)methyl]-4-(4,4,5,5-tetramethyl-1,3,2-dioxaborolan-2-yl)aniline